N1CC(C(C(C1)([2H])[2H])NC(OC(C)(C)C)=O)([2H])[2H] tert-butyl (piperidin-4-yl-3,3,5,5-d4)carbamate